2-formyl-4,6-dihydro-5H-pyrrolo[3,4-d]oxazole-5-carboxylic acid tert-butyl ester C(C)(C)(C)OC(=O)N1CC=2N=C(OC2C1)C=O